5-(2-(tert-butoxy)-2-oxoethyl)-[1,2,4]triazolo[1,5-a]pyridin-8-yl (Z)-4-(2,3-bis(tert-butoxycarbonyl)guanidino)-2-iodobenzoate C(C)(C)(C)OC(=O)\N=C(\NC1=CC(=C(C(=O)OC=2C=3N(C(=CC2)CC(=O)OC(C)(C)C)N=CN3)C=C1)I)/NC(=O)OC(C)(C)C